NC1=NC=CC=C1C1=NC=2C(=NC(=CC2)C(=O)OC(C)C)N1C1=CC=C(C=C1)CN1CCC(CC1)NC1=NC(=NC=C1)C#N isopropyl 2-(2-aminopyridin-3-yl)-3-(4-((4-((2-cyanopyrimidin-4-yl)amino)piperidin-1-yl)methyl)phenyl)-3H-imidazo[4,5-b]pyridine-5-carboxylate